5-bromo-N-(2,4-difluoro-3-(1H-pyrazolo[3,4-b]pyridin-5-ylethynyl)phenyl)-2-fluorobenzenesulfonamide TFA salt OC(=O)C(F)(F)F.BrC=1C=CC(=C(C1)S(=O)(=O)NC1=C(C(=C(C=C1)F)C#CC=1C=C2C(=NC1)NN=C2)F)F